C(C)OC(=O)C=1C=CC=2N(C1)N=C(C2C)C2=CC=1C(=NC=CC1)N2CC2CC2 Ethyl-2-(1-(cyclopropylmethyl)-1H-pyrrolo[2,3-b]pyridin-2-yl)-3-methylpyrazolo[1,5-a]pyridine-6-carboxylate